trioctyliodosilane C(CCCCCCC)[Si](I)(CCCCCCCC)CCCCCCCC